2-(benzyloxy)-1-[(2,2-difluorocyclopentyl)oxy]-4-nitrobenzene C(C1=CC=CC=C1)OC1=C(C=CC(=C1)[N+](=O)[O-])OC1C(CCC1)(F)F